4-methoxybenzo[d]isoxazol-3-amine COC1=CC=CC2=C1C(=NO2)N